O1CCNCC[C@H]1CC(=O)OC (S)-Methyl 2-(1,4-oxazepan-7-yl)acetate